N-(tert-butoxycarbonyl)-6-aminohexanoic acid C(C)(C)(C)OC(=O)NCCCCCC(=O)O